(R)-N-(1-(7-(8-ethynyl-3-hydroxynaphthalen-1-yl)-8-fluoro-2-((tetrahydro-1H-pyrrolizin-7a(5H)-yl)methoxy)pyrido[4,3-d]pyrimidin-4-yl)-4-methyl-1,4-diazepan-6-yl)acrylamide C(#C)C=1C=CC=C2C=C(C=C(C12)C1=C(C=2N=C(N=C(C2C=N1)N1CCN(C[C@H](C1)NC(C=C)=O)C)OCC12CCCN2CCC1)F)O